cobalt iron sulfide carbon [C].[Fe]=S.[Co]